C(C)NC(=O)C1=CC=C(C=C1)C1=CC=C(S1)C(=O)NC(C)C 5-(4-(ethylcarbamoyl)phenyl)-N-isopropylthiophene-2-carboxamide